1-[(2,2-dimethyl-1,3-dioxolan-4-yl)methyl]-1H-1,2,4-triazol-3-amine CC1(OCC(O1)CN1N=C(N=C1)N)C